FC(CO)(C(F)(F)F)F 2,2,3,3,3-Pentafluoro-1-propanol